N-oleoyl-N-methyl-β-alanine C(CCCCCCC\C=C/CCCCCCCC)(=O)N(CCC(=O)O)C